ClC=1C(=C(C=CC1CC1COC1)NC=1C2=C(N=CN1)C=CC(=N2)O[C@@H]2CNCC2)F N-[3-chloro-2-fluoro-4-(oxetan-3-ylmethyl)phenyl]-6-[(3S)-pyrrolidin-3-yl]oxy-pyrido[3,2-d]pyrimidin-4-amine